ClC=1C=C(C=CC1C(N(C(C1=CC=CC=C1)=O)C=1C=C(C=NC1)/C=C/C(=O)OC)[2H])C1=CC=C(C=C1)N(C)C methyl (E)-3-(5-(N-((3-chloro-4'-(dimethylamino)-[1,1'-biphenyl]-4-yl)methyl-d)benzamido)pyridin-3-yl)acrylate